tert-butyl 4-(1-((2,7-dimethyl-2H-indazol-5-yl)carbamoyl)-2,3-dihydro-1H-pyrrolo[2,3-b]pyridin-4-yl)-2,2-dimethylpiperazine-1-carboxylate CN1N=C2C(=CC(=CC2=C1)NC(=O)N1CCC=2C1=NC=CC2N2CC(N(CC2)C(=O)OC(C)(C)C)(C)C)C